(S)-5-(6-(tert-butylamino)-4-(difluoromethyl)pyridin-3-yl)-N-((1-hydroxycyclobutyl)methyl)-4-(2-methylpyrrolidine-1-carbonyl)thiazole-2-carboxamide C(C)(C)(C)NC1=CC(=C(C=N1)C1=C(N=C(S1)C(=O)NCC1(CCC1)O)C(=O)N1[C@H](CCC1)C)C(F)F